tetrabutyl-diglycolamide C(CCC)C(OC(C(=O)N)(CCCC)CCCC)(C(=O)N)CCCC